4-(4-bromo-1H-pyrrol-2-yl)-4-oxobutanoic acid methyl ester COC(CCC(=O)C=1NC=C(C1)Br)=O